C(C)(C)(C)OC(=O)N1[C@H]2CC(C[C@@H]1CC2)N2N=CC(=C2)O (1R,3s,5S)-3-(4-hydroxy-1H-pyrazol-1-yl)-8-azabicyclo[3.2.1]octane-8-carboxylic acid tert-butyl ester